2-[(4-{6-[(4-chloro-2-fluorobenzyl)oxy]pyridin-2-yl}piperidin-1-yl)methyl]-1-[(5-methyl-1,2-oxazol-3-yl)methyl]-1H-benzimidazole-6-carboxylic acid ClC1=CC(=C(COC2=CC=CC(=N2)C2CCN(CC2)CC2=NC3=C(N2CC2=NOC(=C2)C)C=C(C=C3)C(=O)O)C=C1)F